C(=O)(OC(C)(C)C)NCCCC(C(=O)O)C(=O)OCC[C@H](CCC=C(C)C)C 5-((Boc)amino)-2-((((S)-3,7-dimethyloct-6-en-1-yl)oxy)carbonyl)pentanoic acid